(5-bromopyridin-3-yl)(3-(dimethylamino)azetidin-1-yl)methanone BrC=1C=C(C=NC1)C(=O)N1CC(C1)N(C)C